COC1=C(CN(S(=O)(=O)C2=C(C=C(C=C2)N2C[C@@](CCC2)(CCC2=CC(=CC=C2)C(F)(F)F)N(C2CCN(CC2)C)C)F)C2=NC=NC=C2)C=CC(=C1)OC (S)-N-(2,4-Dimethoxybenzyl)-2-fluoro-4-(3-(methyl(1-methylpiperidin-4-yl)amino)-3-(3-(trifluoromethyl)phenethyl)piperidin-1-yl)-N-(pyrimidin-4-yl)benzenesulfonamide